3-(4-(4-(N-Methylsulfamoyl)piperidin-1-yl)pyrimidin-2-yl)imidazo[1,2-a]pyrazine-6-carboxamide CNS(=O)(=O)C1CCN(CC1)C1=NC(=NC=C1)C1=CN=C2N1C=C(N=C2)C(=O)N